BrC=1C=C2C(=CC1)C(N(C[C@]21[C@H](C1)F)CC(=O)OC)=O Methyl 2-[(2's,4r)-6-bromo-2'-fluoro-1-oxospiro[3H-isoquinoline-4,1'-cyclopropane]-2-yl]acetate